Pyrocatechol-3,5-disulfonic acid disodium salt [Na+].[Na+].C1(O)=C(O)C(=CC(=C1)S(=O)(=O)[O-])S(=O)(=O)[O-]